(S)-N-(5-(cyclobutylmethoxy)pyridin-2-yl)-2-(3,3-dimethyl-4-(6-oxo-1,6-dihydropyridine-3-carbonyl)piperazin-1-yl)propanamide C1(CCC1)COC=1C=CC(=NC1)NC([C@H](C)N1CC(N(CC1)C(=O)C1=CNC(C=C1)=O)(C)C)=O